C1(CC1)NC(=O)C1=CC2=C(C(N(C=C2C2=CC(=CC(=C2)C(C)(C)O)OC2=C(C=C(C=C2C)F)C)C)=O)N1 N-Cyclopropyl-4-(3-(4-fluoro-2,6-dimethylphenoxy)-5-(2-hydroxypropan-2-yl)phenyl)-6-methyl-7-oxo-6,7-dihydro-1H-pyrrolo[2,3-c]pyridine-2-carboxamide